2-(3-(methoxymethyl)-1H-pyrazol-1-yl)acetic acid COCC1=NN(C=C1)CC(=O)O